(furan-2-yl)-6-hydroxy-1H-inden-1-one O1C(=CC=C1)C=1C(C2=CC(=CC=C2C1)O)=O